N,N,N-trimethyl-1-hexadecyl-ammonium chloride [Cl-].C[N+](C)(C)CCCCCCCCCCCCCCCC